(S)-2-((9-fluoro-5,5-dimethyl-8-(2-oxopyrrolidin-1-yl)-5H-chromeno[3,4-d]pyrimidin-3-yl)-amino)-6,6a,7,8-tetra-hydro-9H-pyrido[2,3-b]pyrrolo[1,2-d][1,4]-oxazin-9-one FC1=CC2=C(C=C1N1C(CCC1)=O)OC(C1=NC(=NC=C12)NC1=CC2=C(OC[C@H]3N2C(CC3)=O)N=C1)(C)C